3-chloro-6-methyldibenzo[c,f][1,2]thiazepin ClC1=CC2=C(CC3=C(N(S2)C)C=CC=C3)C=C1